5-cyano-N-[2-(4,4-dimethylcyclohexen-1-yl)-6-[1-methyl-5-(fluoromethyl)-8-oxabicyclo[3.2.1]octa-2,6-dien-3-yl]-3-pyridyl]-1H-imidazole-2-carboxamide C(#N)C1=CN=C(N1)C(=O)NC=1C(=NC(=CC1)C1=CC2(C=CC(C1)(O2)CF)C)C2=CCC(CC2)(C)C